trimethyl-E-caprolactone CC1C(C(=O)OCCC1)(C)C